ClC=1C(=C(C=CC1)NCC(=O)N1[C@H]2CC([C@@H]([C@H]1C(=O)N[C@H](C[C@H]1C(NCC1)=O)\C=C(/S(=O)(=O)C)\F)CC2)(F)F)C (1R,3S,4R)-2-((3-chloro-2-methylphenyl)glycyl)-5,5-difluoro-N-((R,Z)-4-fluoro-4-(methylsulfonyl)-1-((S)-2-oxopyrrolidin-3-yl)but-3-en-2-yl)-2-azabicyclo[2.2.2]octane-3-carboxamide